F[C@H](CN1C(C2=CC(=C(C=C2C1)NC(=O)C=1C=NN2C1N=CC=C2)N(C)CCO)=O)C(C)(C)O (R)-N-(2-(2-fluoro-3-hydroxy-3-methylbutyl)-6-((2-hydroxy-ethyl)(methyl)amino)-1-oxoisoindolin-5-yl)pyrazolo[1,5-a]pyrimidine-3-carboxamide